CC1CCC(CC1)NC(=O)C1CCNCC1 N-((1s,4s)-4-methylcyclohexyl)piperidine-4-carboxamide